2-(5-chloro-2-(2-methoxyethoxy)phenyl)-N5-cyclopropylthiophene-2,5-dicarboxamide ClC=1C=CC(=C(C1)C1(SC(=CC1)C(=O)NC1CC1)C(=O)N)OCCOC